BrC1=CC=C2C(NC(NC2=C1F)=O)=O 7-bromo-8-fluoro-1H-quinazoline-2,4-dione